1-heneicosanoyl-2-(11Z-eicosenoyl)-glycero-3-phospho-(1'-sn-glycerol) CCCCCCCCCCCCCCCCCCCCC(=O)OC[C@H](COP(=O)(O)OC[C@H](CO)O)OC(=O)CCCCCCCCC/C=C\CCCCCCCC